(R)-1-((S)-4-(cyclopropanecarbonyl)-2-methylpiperazin-1-yl)-4-((3S,5S,8R,9S,10S,13R,14S,17R)-3-hydroxy-10,13-dimethylhexadecahydro-1H-cyclopenta[a]phenanthren-17-yl)pentan-1-one C1(CC1)C(=O)N1C[C@@H](N(CC1)C(CC[C@@H](C)[C@H]1CC[C@H]2[C@@H]3CC[C@H]4C[C@H](CC[C@@]4([C@H]3CC[C@]12C)C)O)=O)C